FC=1C(=CC=2N(C1)C(=CN2)C(=O)NC2=C(C=CC(=C2)C2=NOC(=N2)[C@@H]2[C@H](C2)F)C)COCC(C)(C)O 6-fluoro-N-[5-[5-[(1R,2S)-2-fluorocyclopropyl]-1,2,4-oxadiazol-3-yl]-2-methyl-phenyl]-7-[(2-hydroxy-2-methyl-propoxy)methyl]imidazo[1,2-a]pyridine-3-carboxamide